C1(=CC=CC=C1)SC=1C=C(C=CC1)C1CC(C1)O 3-(3-(phenylsulfanyl)phenyl)cyclobutanol